(3R)-3-({2-[5-chloro-2-(trifluoromethoxy)phenyl][1,2,4]triazolo[1,5-c]quinazolin-5-yl}amino)piperidin-2-one ClC=1C=CC(=C(C1)C1=NN2C(=NC=3C=CC=CC3C2=N1)N[C@H]1C(NCCC1)=O)OC(F)(F)F